trans-N-(4-(2-aminocyclopropyl)phenyl)-benzamide N[C@H]1[C@@H](C1)C1=CC=C(C=C1)NC(C1=CC=CC=C1)=O